ClC=1C=C2C=C(NC2=CC1OCC1=NN(N=C1)C)CNC(=O)C1(CC1)C N-((5-chloro-6-((2-methyl-2H-1,2,3-triazol-4-yl)methoxy)-1H-indol-2-yl)methyl)-1-methylcyclopropane-1-carboxamide